(3-amino-1,1-dimethylpropyl) 4-(3-hydroxy-3-methyl-but-1-ynyl)-2,6-dimethyl-7-oxo-1H-pyrrolo[2,3-c]pyridine-3-carboxylate OC(C#CC=1C2=C(C(N(C1)C)=O)NC(=C2C(=O)OC(CCN)(C)C)C)(C)C